B(O)(O)OB(O)O Diboric acid